C(C)[C@@H]1CN(CCO1)[C@H]1C[C@H](CC1)C1=NC(=NN1C(C)C)C=1C=NC(=C(C1)F)C(F)(F)F (R)-2-ethyl-4-((1R,3S)-3-(3-(5-fluoro-6-(trifluoromethyl)pyridin-3-yl)-1-isopropyl-1H-1,2,4-triazol-5-yl)cyclopentyl)morpholine